NC1=C(C(=NN1C(C(F)(F)F)C)C1=C(C(=C(C=C1)CNC(C1=C(C=CC(=C1)F)OC)=O)F)F)C#N N-[[4-[5-amino-4-cyano-1-(2,2,2-trifluoro-1-methyl-ethyl)pyrazol-3-yl]-2,3-difluoro-phenyl]methyl]-5-fluoro-2-methoxy-benzamide